[Si].[Ni].[Cu].CC(=C(C(=O)N)C)C dimethyl-butenamide copper-nickel silicon